1-[2-(1,4-diazepan-1-yl)-5-fluoropyrimidin-4-yl]-N-{imidazo[1,2-a]pyridin-3-ylmethyl}azetidine-3-carboxamide N1(CCNCCC1)C1=NC=C(C(=N1)N1CC(C1)C(=O)NCC1=CN=C2N1C=CC=C2)F